3-((tert-Butyldimethylsilanyloxy)propoxy)-2-isopropylpyridin-3-amine [Si](C)(C)(C(C)(C)C)OCCCOC1(C(N=CC=C1)C(C)C)N